C1(CC1)NC(C1=CC(=C(C=C1)C)C=1C=NC(=C(C1)C=1C=NN(C1)C1CC1)NC(CO)(C)C)=O N-cyclopropyl-3-(5-(1-cyclopropyl-1H-pyrazol-4-yl)-6-((1-hydroxy-2-methylpropan-2-yl)amino)pyridin-3-yl)-4-methylbenzamide